F\C(=C/CN)\CS(=O)(=O)C1=C(C=CC=C1)F (Z)-3-fluoro-4-(2-fluorophenylsulfonyl)but-2-en-1-amine